C[C@@H]1COCCN1C1=CC(=NC(=N1)C1=C2C(=NC=C1)NC=C2)N=S2(CCNCC2)=O (R)-1-((6-(3-methyl-morpholino)-2-(1H-pyrrolo[2,3-b]pyridin-4-yl)pyrimidin-4-yl)imino)-1λ6-thiomorpholine 1-oxide